BrC=1C=C2C(CC3(CNC(C3)=O)C2=CC1)=O D-5-bromospiro[indene-1,3'-pyrrolidine]-3,5'(2H)-dione